OCCOCCOCCOCCNCC 1,4,7,10-tetraoxa-13-azapentadecane